Methoxy-5-({6-[(1R,2S)-5'-methoxy-2'-oxo-1',2'-dihydrospiro[cyclopropane-1,3'-indol]-2-yl]-1H-indazol-3-yl}amino)-1H-1-benzothiophene-1,1-dione COC=1S(C2=C(C1)C=C(C=C2)NC2=NNC1=CC(=CC=C21)[C@@H]2C[C@@]21C(NC2=CC=C(C=C12)OC)=O)(=O)=O